C[Si](OC(C)=O)(OC(C)=O)C#C methyl-ethynyl-diacetyloxy-silane